BrC1=C(CCN(C(OC(C)(C)C)=O)CCC2=NC(=CC=C2[N+](=O)[O-])OC)C=C(C=C1)F tert-butyl (2-bromo-5-fluorophenethyl)(2-(6-methoxy-3-nitropyridin-2-yl)ethyl)carbamate